C1=CC=CC=2NC3=CC=4C(=CC3=CC12)NC1=CC=CC=C1C4 5,12-dihydro-quino[2,3-b]acridine